FC1=C(C=C(C=C1)C1=NC(=CC=C1)OC1=CC(=C(C=C1)F)O)O 2-fluoro-5-(6-(4-fluoro-3-hydroxyphenoxy)pyridin-2-yl)phenol